8-bromo-7-fluoro-N-(3-fluorophenyl)-N-methyl-[1,2,4]Triazolo[4,3-a]Quinazolin-5-amine BrC1=C(C=C2C(=NC=3N(C2=C1)C=NN3)N(C)C3=CC(=CC=C3)F)F